C1(CC1)C1=C(OC=2C(=NC(=NC2)N)N)C=C(C(=C1)OC)OC 5-(2-Cyclopropyl-4,5-dimethoxy-phenoxy)-pyrimidine-2,4-diamine